(1-(2-chloro-5-((1-(tetrahydrofuran-3-yl)-1H-pyrazol-4-yl)ethynyl)pyridin-4-yl)-4-methylpiperidin-4-yl)methanol ClC1=NC=C(C(=C1)N1CCC(CC1)(C)CO)C#CC=1C=NN(C1)C1COCC1